(S)-4-(3-(3-aminobutan-2-ylidene)azetidin-1-yl)-6-fluoro-N-ethyl-2-((2-methylpyrimidin-5-yl)oxy)-9H-pyrimido[4,5-b]indol-8-amine N[C@H](C(C)=C1CN(C1)C1=NC(=NC=2NC3=C(C=C(C=C3C21)F)NCC)OC=2C=NC(=NC2)C)C